4-((4-(1-Isopropyl-1H-pyrazol-4-yl)pyridin-2-yl)((4-(5-methoxy-6-methylpyridin-2-yl)bicyclo[2.2.2]octan-1-yl)methyl)carbamoyl)cyclohexyl trans-3-hydroxyazetidine-1-carboxylate OC1CN(C1)C(=O)OC1CCC(CC1)C(N(CC12CCC(CC1)(CC2)C2=NC(=C(C=C2)OC)C)C2=NC=CC(=C2)C=2C=NN(C2)C(C)C)=O